FC1(CCNCC1)C1=NN=CN1C 4-fluoro-4-(4-methyl-4H-1,2,4-triazol-3-yl)piperidine